O=C1NC2=CC(=CC=C2C=C1)C(=O)O 2-oxo-1,2-dihydroquinoline-7-carboxylic acid